C(C=C)OCC(=O)N(C)OC 2-Allyloxy-N-methoxy-N-methyl-acetamide